ClC=1C(=C(C=CC1)NC(=S)C1=C(CCN(C1=O)C(=O)OC(C)(C)C)O)C Tert-butyl 5-[(3-chloro-2-methylphenyl)carbamothioyl]-4-hydroxy-6-oxo-3,6-dihydropyridine-1(2H)-carboxylate